CN1C(N(C2=C1C(=CC=C2)CN2C[C@H](OCC2)CNC)N2C(CCCC2=O)=O)=O 3-Methyl-4-[[(2R)-2-(methylaminomethyl)morpholin-4-yl]methyl]-2-oxo-benzimidazol-1-ylpiperidine-2,6-dione